N-(tetrahydro-2H-pyran-4-yl)-2-o-tolyl-1H-pyrrolo[3,2-c]pyridin-6-amine O1CCC(CC1)NC1=CC2=C(C=N1)C=C(N2)C2=C(C=CC=C2)C